4-(3-methoxy-4-((4-methoxybenzyl)oxy)benzyl)quinolinone COC=1C=C(CC2=CC(NC3=CC=CC=C23)=O)C=CC1OCC1=CC=C(C=C1)OC